tert-Butyl (2R,5S)-4-(5-(2-fluorophenyl)-7-(4-(trifluoromethyl)pyridin-2-yl)-7H-pyrrolo[2,3-d]pyrimidin-4-yl)-2,5-dimethylpiperazine-1-carboxylate FC1=C(C=CC=C1)C1=CN(C=2N=CN=C(C21)N2C[C@H](N(C[C@@H]2C)C(=O)OC(C)(C)C)C)C2=NC=CC(=C2)C(F)(F)F